C1N(CC2=CC=CC=C12)C(=O)C1CCNCC1 isoindolin-2-yl(piperidin-4-yl)methanone